C(C)(C)(C)N1C=C(C2=CC(=CC=C12)Cl)C(=O)C=1SC=C(N1)C(N)=NO tert-Butyl-5-chloro-3-(4-(N'-hydroxycarbamimidoyl)thiazole-2-carbonyl)-1H-indole